FC1CN(C1)C1CC(CN(C1)C(=O)OC(C)(C)C)C(=O)OCC O1-tert-Butyl O3-ethyl 5-(3-fluoroazetidin-1-yl)piperidine-1,3-dicarboxylate